4-(methoxymethoxy)phenylboronic acid COCOC1=CC=C(C=C1)B(O)O